BrC=1C(=CC(=NC1)NC(OC(C)(C)C)=O)OCC tert-butyl (5-bromo-4-ethoxypyridin-2-yl)carbamate